C1(CCCCC1)CC(=O)OC[C@H]1O[C@]([C@@H]([C@@H]1O)O)(C1=CC=C2C(=NC=NN21)NC(=O)N(CC)CC)C#N ((2R,3S,4R,5R)-5-cyano-5-(4-(3,3-diethylureido)pyrrolo[2,1-f][1,2,4]triazin-7-yl)-3,4-dihydroxytetrahydrofuran-2-yl)methyl 2-cyclohexylacetate